(3-(2,6-dioxopiperidin-3-yl)-2-methylquinolin-6-yl)methyl (2-fluoro-5-(trifluoromethoxy)phenyl)carbamate FC1=C(C=C(C=C1)OC(F)(F)F)NC(OCC=1C=C2C=C(C(=NC2=CC1)C)C1C(NC(CC1)=O)=O)=O